p-α-dimethylstyrene CC1=CC=C(C=C1)C(=C)C